1-(methoxymethyl)cyclopropanecarboxylic acid COCC1(CC1)C(=O)O